C(C)OC=1C=C(C(=C(C1)F)\C=C\[N+](=O)[O-])F (E)-5-ethoxy-1,3-difluoro-2-(2-nitrovinyl)benzene